CN(CCCOCCC[Si](OC)(OC)OC)C N,N-dimethyl-3-(3-(trimethoxysilyl)propoxy)propan-1-amine